FC=1C=C2C(N(C(=NC2=C(C1)[C@@H](C)N[S@](=O)C(C)(C)C)C1CCOCC1)C)=O (R)-N-((R)-1-(6-fluoro-3-methyl-4-oxo-2-(tetrahydro-2H-pyran-4-yl)-3,4-dihydroquinazolin-8-yl)ethyl)-2-methylpropane-2-sulfinamide